1-methylhexyl (5-chloroquinolin-8-yloxy)acetate ClC1=C2C=CC=NC2=C(C=C1)OCC(=O)OC(CCCCC)C